O1C(CCC1)CC(=O)NN (tetrahydrofuran-2-yl)acethydrazide